(1R,3R,5S)-8-(tert-butyloxycarbonyl)-8-azabicyclo[3.2.1]octane-3-carboxylic acid C(C)(C)(C)OC(=O)N1[C@H]2CC(C[C@@H]1CC2)C(=O)O